(+)-4-[3-[3-[4-(4-chloro-2-methylsulfonyl-phenyl)phenyl]Azetidin-1-yl]-3-oxo-propyl]Imidazolidin-2-one 3-cyclopropyl-2-fluoro-3-(3-hydroxyphenyl)-2-methylpropanoate C1(CC1)C(C(C(=O)O)(C)F)C1=CC(=CC=C1)O.ClC1=CC(=C(C=C1)C1=CC=C(C=C1)C1CN(C1)C(CCC1NC(NC1)=O)=O)S(=O)(=O)C